1-(2,4-dichlorophenyl)-1-pentene ClC1=C(C=CC(=C1)Cl)C=CCCC